BrC=1C=C2C(CNC(C2=CC1)=O)C=O 6-bromo-1-oxo-1,2,3,4-tetrahydroisoquinoline-4-carbaldehyde